C(C)(C)(C)[S@](=O)N[C@@H](C)C=1C=C2CCN(C2=CC1)C(=O)OCC1=CC=CC=C1 benzyl (S)-5-(1-((S)-tert-butylsulfinamido) ethyl)-2,3-dihydro-1H-indole-1-carboxylate